4-[4-(2-Cyclobutoxy-pyrimidin-4-yl)-2,6-difluoro-phenoxy]-butyric acid C1(CCC1)OC1=NC=CC(=N1)C1=CC(=C(OCCCC(=O)O)C(=C1)F)F